(4E,6E,12E)-tetradecatriene-8,10-diyne-1,3-diol C(=C/C(=C\C=C\CC#CC#CCCC)/O)O